NC(C(=O)OC)C1=CC(=CC=C1)F Methyl 2-amino-2-(3-fluorophenyl)acetate